carboxy-silanetriol (S)-ethyl-2-(2-(3-(5-(((R)-1-methoxy-3-methyl-1-oxobutan-2-yl)carbamoyl)-1H-pyrazol-3-yl)phenyl)oxazole-5-carboxamido)-3-methylbutanoate C(C)[C@@](C(=O)O)(C(C)C)NC(=O)C1=CN=C(O1)C1=CC(=CC=C1)C1=NNC(=C1)C(N[C@@H](C(=O)OC)C(C)C)=O.C(=O)(O)[Si](O)(O)O